C1(=CC=CC=C1)N(C=1C=CC=2N(C3=CC=C(C=C3C2C1)N(C1=CC=CC=C1)C1=CC=CC=C1)C1=C(C(=C(C(=C1C1=CC=CC=C1)N(C1=CC=CC=C1)C1=CC=CC2=CC=CC=C12)C#N)N(C1=CC=CC=C1)C1=CC=CC2=CC=CC=C12)C1=CC=CC=C1)C1=CC=CC=C1 2'-(3,6-bis(diphenylamino)-9H-carbazol-9-yl)-4',6'-bis(naphthalen-1-yl(phenyl)amino)-[1,1':3',1''-terphenyl]-5'-carbonitrile